CN1[C@@H](CCC1)CN [(2S)-1-methylpyrrolidin-2-yl]methanamine